1-[4-(3-Methoxy-benzenesulfonyl)-phenyl]-3-(1H-pyrazol-4-ylmethyl)-urea COC=1C=C(C=CC1)S(=O)(=O)C1=CC=C(C=C1)NC(=O)NCC=1C=NNC1